(5-methyl-4-(2-oxo-2,3-dihydrobenzo[d]oxazol-5-ylamino)pyrimidin-2-ylamino)-N-phenyl-2-(trifluoromethyl)benzamide CC=1C(=NC(=NC1)NC=1C(=C(C(=O)NC2=CC=CC=C2)C=CC1)C(F)(F)F)NC=1C=CC2=C(NC(O2)=O)C1